ClC1=CC=C(C(=N1)C(=O)[O-])NC(C)C=1C=C(C=C2C(=C(C(=NC12)C1CCOCC1)C)C#N)F 6-chloro-3-((1-(4-cyano-6-fluoro-3-methyl-2-(tetrahydro-2H-pyran-4-yl)quinolin-8-yl)ethyl)amino)picolinate